3-(isobutyryl-L-phenylalanyl)-6,6-dimethyl-3-azabicyclo[3.1.0]hexane-2-carboxamide C(C(C)C)(=O)N[C@@H](CC1=CC=CC=C1)C(=O)N1C(C2C(C2C1)(C)C)C(=O)N